COC1=CC(=C(C=C1OC)C(C)=O)N 1-(4,5-dimethoxy-2-aminophenyl)ethan-1-one